FC1=CC=C2CCC[C@@H](C2=C1)N (S)-7-fluoro-1,2,3,4-tetrahydro-naphthalen-1-amine